1,5-Dimethyl-3-(2-(isopropylsulfonyl)phenyl)-pyrazol-4-ol CN1N=C(C(=C1C)O)C1=C(C=CC=C1)S(=O)(=O)C(C)C